(E)-3-(3-fluorophenyl)acrylic acid FC=1C=C(C=CC1)/C=C/C(=O)O